CNC(C1=C(C=C(C=C1)C1=NN(C(C=C1)=O)CCC=1C=C2C=C(C=NC2=CC1)C=1C=NN(C1)C1CCOCC1)C(F)(F)F)=O N-methyl-4-(6-oxo-1-(2-(3-(1-(tetrahydro-2H-pyran-4-yl)-1H-pyrazol-4-yl)quinolin-6-yl)ethyl)-1,6-dihydropyridazin-3-yl)-2-(trifluoromethyl)benzamide